FC(C(C(F)(F)F)(C)O[Sn](C=C)(OC(C(F)(F)F)(C(F)(F)F)C)OC(C(F)(F)F)(C(F)(F)F)C)(F)F tris((1,1,1,3,3,3-hexafluoro-2-methylpropan-2-yl)oxy)(vinyl)stannane